BrC1=CC=C2C(=NC=NN21)N 7-bromopyrrolo[2,1-f][1,2,4]triazin-4-amine